C12(CC3CC(CC(C1)C3)C2)NS(=O)(=O)CC2CN(CCC2)C2=C3C(N(C(=NC3=CC=C2)C)C2C(NC(CC2)=O)=O)=O N-((1s,3s)-adamantan-1-yl)-1-(1-(3-(2,6-dioxopiperidin-3-yl)-2-methyl-4-oxo-3,4-dihydroquinazolin-5-yl)piperidin-3-yl)methanesulfonamide